carboxythioamide C(=O)(O)S[NH-]